C(CC(C)C)OCCC(C)C Diisoamyl Ether